N-(3-chloro-4-((3-(2,4-dimethylthiazol-5-yl)allyl)oxy)-2-fluorophenyl)-6-(piperidin-4-yloxy)pyrido[3,2-d]pyrimidin-4-amine hydrochloride Cl.ClC=1C(=C(C=CC1OCC=CC1=C(N=C(S1)C)C)NC=1C2=C(N=CN1)C=CC(=N2)OC2CCNCC2)F